6-(1-benzyl-4-nitro-pyrazol-3-yl)-1-isobutyl-3-(3-methoxyazetidin-1-yl)pyrazolo[4,3-c]pyridine C(C1=CC=CC=C1)N1N=C(C(=C1)[N+](=O)[O-])C1=CC2=C(C=N1)C(=NN2CC(C)C)N2CC(C2)OC